O=C1C2COCC1CN(C2)C(=O)OC(C)(C)C t-butyl 9-oxo-3-oxa-7-azabicyclo[3.3.1]Nonane-7-carboxylate